5-(1-hydroxyethyl)-2-[2-(5-Isopropoxy-1-tetrahydropyran-2-yl-indazol-3-yl)pyrimidin-4-yl]phenol OC(C)C=1C=CC(=C(C1)O)C1=NC(=NC=C1)C1=NN(C2=CC=C(C=C12)OC(C)C)C1OCCCC1